1,1'-(butane-1,4-diyl)bis(3,5-dimethylpyridine-1-ium) dihydride [H-].[H-].C(CCC[N+]1=CC(=CC(=C1)C)C)[N+]1=CC(=CC(=C1)C)C